OC1=C(C(N(C2=NC=C(C=C12)C1=CC=C(C=C1)OC)CCN1CCOCC1)=O)C(=O)NC1CC2(C1)CCC2 4-hydroxy-6-(4-methoxyphenyl)-1-(2-morpholinylethyl)-2-oxo-N-(spiro[3.3]hept-2-yl)-1,2-dihydro-1,8-naphthyridine-3-carboxamide